C1(CC1)C1=NN2C(C(=CC=C2)COC2=CC=CC(=N2)C2CCN(CC2)CC2=NC3=C(N2C[C@H]2OCC2)C=C(C=C3)C(=O)OC)=C1 Methyl (S)-2-((4-(6-((2-cyclopropylpyrazolo[1,5-a]pyridin-4-yl) methoxy) pyridin-2-yl) piperidin-1-yl) methyl)-1-((oxetan-2-yl) methyl)-1H-benzo[d]imidazole-6-carboxylate